C1=CC=CC=2C3=CC=CC=C3C(C12)COC(=O)N[C@H](C(=O)O)CC1=CC=2C(=NC=C(C2)Cl)N1C (S)-2-((((9H-fluoren-9-yl)methoxy)carbonyl)amino)-3-(5-chloro-1-methyl-1H-pyrrolo[2,3-b]pyridin-2-yl)propanoic acid